1-[2-[[4-[5-[(3R,4R)-3,4-difluoropyrrolidin-1-yl]-3-pyridyl]triazol-1-yl]methyl]imidazo[1,2-a]pyridin-6-yl]-N-[(3-fluoro-1-bicyclo[1.1.1]pentyl)methyl]methylamine F[C@@H]1CN(C[C@H]1F)C=1C=C(C=NC1)C=1N=NN(C1)CC=1N=C2N(C=C(C=C2)CNCC23CC(C2)(C3)F)C1